C(CCC)[Al](CCCCCCCCC=C)CCCC dibutyl-(dec-9-en-1-yl)aluminum